1,3-dimethyl-4-(4,4,5,5-tetramethyl-1,3,2-dioxaborolan-2-yl)phenethylpiperazin-2-one CC1(CCN2C(CNCC2)=O)CC(=C(C=C1)B1OC(C(O1)(C)C)(C)C)C